ClC=1C=CN2C(=C(C(=CC12)C(=O)NCC=1C(NC(=CC1C)C)=O)C)[C@H](C)N1CCOCC1 (S)-1-chloro-N-((4,6-dimethyl-2-oxo-1,2-dihydropyridin-3-yl)methyl)-6-methyl-5-(1-morpholinylethyl)indolizine-7-carboxamide